C(CCC)C(C(=O)[O-])CCCCCC 2-butyloctanoate